N1N=CC(=C1)C1SC=CN1C=1C=NN(C1)CC1OCCC1 2-(1H-pyrazol-4-yl)-N-[1-(tetrahydrofuran-2-ylmethyl)-1H-pyrazol-4-yl]-1,3-thiazole